3-[dimethoxy(methyl)silyl]propyl-succinic acid CO[Si](CCCC(C(=O)O)CC(=O)O)(C)OC